[Cl-].C(C=C)(=O)OCC[N+](C)(C)CCCCCCCCCCCCCCCC acryloyloxyethyl-hexadecyl-dimethyl-ammonium chloride